C1(=CC=CC=C1)P(C(C1=C(C=C(C=C1C)C)C)=O)(C1=CC=CC=C1)=O Diphenyl-(2,4,6-Trimethylbenzoyl)Phosphine Oxide